C(C=CC1=CC=CC=C1)C1=C(C(N(C1C1=C(C=CC=C1)[N+](=O)[O-])C1=CC=C(C=C1)OCC)=O)O 4-cinnamyl-3-hydroxy-5-(2-nitrophenyl)-1-(4-ethoxyphenyl)-1H-pyrrol-2(5H)-one